C(CCC)C1OC(C2=CC(=CC=C12)C(=O)NNC1=CC=C(C=C1)C)=O 1-butyl-N'-(4-methylphenyl)-3-oxo-1,3-dihydroisobenzofuran-5-carboxylic acid hydrazide